C(C)C=1C=CC2=C(CCN(S2(=O)=O)C2=C(C=C(C(=O)O)C=C2)F)C1 4-(6-ethyl-1,1-dioxido-3,4-dihydro-2H-benzo[e][1,2]thiazin-2-yl)-3-fluorobenzoic acid